COC1=CC=C(C=C1)N1N=C(NC1=O)[C@@H]1CN(CCC1)CCCC1=CC=CC=C1 (s)-2-(4-methoxyphenyl)-5-(1-(3-phenylpropyl)piperidin-3-yl)-2,4-dihydro-3H-1,2,4-triazol-3-one